9-(4'-chlorobiphenyl-2-yl)-carbazole ClC1=CC=C(C=C1)C1=C(C=CC=C1)N1C2=CC=CC=C2C=2C=CC=CC12